benzyl-(chloromethyl)dimethylsilane C(C1=CC=CC=C1)[Si](C)(C)CCl